methyl-4-methylenecyclohexane-1,3-diol CC1(CC(C(CC1)=C)O)O